N-phenyl-N-(2-(4-(N-(p-tolyl)acetylamino)piperidin-1-yl)ethyl)acetamide C1(=CC=CC=C1)N(C(C)=O)CCN1CCC(CC1)NC(CC1=CC=C(C=C1)C)=O